[Cl-].C(=O)(O)CC1C[NH+]2CCC1CC2 3-(carboxymethyl)-1-azabicyclo[2.2.2]octan-1-ium chloride